pimelic acid calcium salt [Ca+2].C(CCCCCC(=O)[O-])(=O)[O-]